1-(6-((2-amino-2-oxo-1-phenylethyl)thio)-3,5-dicyano-4-ethylpyridin-2-yl)piperidine-4-carboxamide NC(C(C1=CC=CC=C1)SC1=C(C(=C(C(=N1)N1CCC(CC1)C(=O)N)C#N)CC)C#N)=O